2-[2-(difluoromethoxy)phenyl]-4,4,5,5-tetramethyl-1,3,2-dioxaborolane FC(OC1=C(C=CC=C1)B1OC(C(O1)(C)C)(C)C)F